OC(C)C=1C(=NC(=CC1)N1C=NC2=C1C=CC(=C2)NC=2N=NC(=CC2)C)OCC2(CC2)C#N 1-[[3-(1-hydroxyethyl)-6-[5-[(6-methylpyridazin-3-yl)amino]benzimidazol-1-yl]-2-pyridyl]oxymethyl]cyclopropanecarbonitrile